decyl S-Methyl dithiocarbonate C(SCCCCCCCCCC)(SC)=O